C(N)(=O)N1CCN(CC1)C1=NC(=NC(=C1)C)C1=CN=C2N1C=C(N=C2)C(=O)N 3-(4-(4-carbamoyl-piperazin-1-yl)-6-methylpyrimidin-2-yl)imidazo[1,2-a]pyrazine-6-carboxamide